FC(C(OCCOCC(F)F)(F)F)(F)F 1,1,1,2,2-pentafluoro-2-(2-(2,2-difluoroethoxy)ethoxy)ethane